3-(6-chloro-5-(2'-hydroxy-3',4'-dimethoxy-[1,1'-biphenyl]-4-yl)-1H-indazol-3-yl)-propanoic acid ClC1=C(C=C2C(=NNC2=C1)CCC(=O)O)C1=CC=C(C=C1)C1=C(C(=C(C=C1)OC)OC)O